CC1=CC=C(S1)C(C)=O 1-(5-methylthiophene-2-yl)ethan-1-one